N-(1-(6-ethyl-4-oxo-1,4-dihydropyrimidin-2-yl)-3-methyl-1H-pyrazol-5-yl)-2-fluorobenzamide C(C)C1=CC(N=C(N1)N1N=C(C=C1NC(C1=C(C=CC=C1)F)=O)C)=O